O(P([O-])(=O)OP(=O)([O-])[O-])CC=C(CCC=C(CCC=C(C)C)C)C 3,7,11-Trimethyl-2,6,10-dodecatrien-1-yl pyrophosphat